N-(4-((2-(1,1-difluoroethyl)-6-methylpyrimidin-4-yl)amino)-5-(2-(2-methoxyethoxy)pyrimidin-4-yl)pyridin-2-yl)acetamide FC(C)(F)C1=NC(=CC(=N1)NC1=CC(=NC=C1C1=NC(=NC=C1)OCCOC)NC(C)=O)C